4-[[[4-(4-methoxyphenyl)pyrrolo[2,1-f][1,2,4]triazin-2-yl]thio]methyl]benzoic acid COC1=CC=C(C=C1)C1=NC(=NN2C1=CC=C2)SCC2=CC=C(C(=O)O)C=C2